CC(CC=O)=CCC=C(C)C 3,7-dimethyl-3,6-octadienal